2-(S)-amino-6-boronohexanoic acid N[C@H](C(=O)O)CCCCB(O)O